O.Cl[Ir](Cl)(Cl)(Cl)(Cl)Cl hexachloroiridium hydrate